4-cyclopropyl-N-(4-fluoro-3-methylphenyl)-5-(2-(((1s,3s)-3-hydroxy-1-methylcyclobutyl)amino)-2-oxoacetyl)-1,2-dimethyl-1H-pyrrole-3-carboxamide C1(CC1)C=1C(=C(N(C1C(C(=O)NC1(CC(C1)O)C)=O)C)C)C(=O)NC1=CC(=C(C=C1)F)C